FC=1C(=NC=2N(C1)N=CC2C(=O)NC=2C=C(C=CC2C)S(=O)(=O)OC2CCC2)N[C@H](C)C=2C(=NC=C(C2)F)O Cyclobutyl (1R,3r)-3-(6-fluoro-5-(((R)-1-(5-fluoro-2-hydroxypyridin-3-yl)ethyl)amino)pyrazolo[1,5-a]pyrimidine-3-carboxamido)-4-methylbenzenesulfonate